ClC=1C=C(C(=C(C1)O)C1=CC2=C(N=N1)N(C1=C2CCC1)C1CC(C1)(C)O)C 5-Chloro-2-{8-[(1s,3s)-3-hydroxy-3-methylcyclobutyl]-5,6,7,8-tetrahydrocyclopenta[4,5]pyrrolo[2,3-c]pyridazin-3-yl}-3-methylphenol